2-{[2-(1-methyl-1H-indol-6-yl)ethyl]amino}acetic acid CN1C=CC2=CC=C(C=C12)CCNCC(=O)O